BrC=1C(=C(C(=O)OCOC)C(=C(C1O)CC)C)OCOC methoxymethyl 3-bromo-5-ethyl-4-hydroxy-2-(methoxymethoxy)-6-methylbenzoate